CC1C(CC=CC)C(=O)OC1=O Hept-5-ene-2,3-dicarboxylic anhydride